[N+](=O)([O-])C(CC)=C 3-nitro-3-butene